phenyl(tert-butyl)silanolate C1(=CC=CC=C1)[SiH]([O-])C(C)(C)C